N-dimethylaminomethyl-acrylamide CN(C)CNC(C=C)=O